4-Penten-1-amine C(CCC=C)N